1-[6-(2-hydroxyphenyl)pyridazin-4-yl]-4-(2-methoxyphenyl)piperidine-4-carboxylic acid OC1=C(C=CC=C1)C1=CC(=CN=N1)N1CCC(CC1)(C(=O)O)C1=C(C=CC=C1)OC